N-(1-methyl-3-(pyridin-2-yl)-1H-pyrazol-4-yl)-6-(1H-pyrrolo[2,3-b]pyridin-5-yl)picolinamide CN1N=C(C(=C1)NC(C1=NC(=CC=C1)C=1C=C2C(=NC1)NC=C2)=O)C2=NC=CC=C2